Cl.C12N(CCNC2C1)C=1C2=C(N=CN1)NC(C[C@@H]2C)=O |r| (SR)-4-(2,5-diazabicyclo[4.1.0]heptan-2-yl)-5-methyl-5,8-dihydropyrido[2,3-d]pyrimidin-7(6H)-one hydrochloride